O1[C@H](CC1)CN1[C@H]2CC(C[C@@H]1CC2)NC(C2=CC=CC=C2)=O N-((1R,3s,5S)-8-((R)-oxetan-2-ylmethyl)-8-azabicyclo[3.2.1]oct-3-yl)benzamide